C(CCC)N1C(N(C(C2=C1NN=C2)=O)C2CCC(CC2)CN2C(N(C(C2(C)C)=O)C)=O)=O 7-Butyl-5-((1s,4s)-4-((3,5,5-trimethyl-2,4-dioxoimidazolidin-1-yl)methyl)cyclohexyl)-1,7-dihydro-4H-pyrazolo[3,4-d]pyrimidine-4,6(5H)-dione